p-chloro-N-benzylformamide ClC1=CC=C(CNC=O)C=C1